BrC=1C(=CN2C1C(N(C1(C2)CCC1)CC1=CC=C(C=C1)OC)=O)C1=C2C(=NC=C1)C=CS2 8'-bromo-2'-(4-methoxybenzyl)-7'-(thieno[3,2-b]pyridin-7-yl)-4'H-spiro[cyclobutane-1,3'-pyrrolo[1,2-a]pyrazin]-1'(2'H)-one